CN(CCN1N=CC(=C1)C1=NN2C(=NC=3C=CC=CC3C2=N1)N[C@H]1C(NCCCC1)=O)C (3R)-3-[(2-{1-[2-(dimethylamino)ethyl]-1H-pyrazol-4-yl}[1,2,4]triazolo[1,5-c]quinazolin-5-yl)amino]azepan-2-one